(2R,4S)-4-(2-fluoropropane-2-yl)-N-((S,E)-4-(methylsulfonyl)but-3-en-2-yl)-2-phenylpiperidine-1-carboxamide FC(C)(C)[C@@H]1C[C@@H](N(CC1)C(=O)N[C@@H](C)\C=C\S(=O)(=O)C)C1=CC=CC=C1